OC1CN(C1)C(C)=O 1-(3-hydroxyazetidin-1-yl)ethane-1-one